Cl.N1(CCCC1)C(C(=O)C1=CC=CC=C1)CCC pyrrolidinovalerophenone HCl